C(C)(C)(C)OOO t-butyl-peroxyalcohol